ClC=1C=C(C=CC1)N(S(=O)(=O)C)CC1=NC=C(C=C1)C(=O)NNC(C(F)F)=O N-(3-chlorophenyl)-N-((5-(2-(2,2-difluoroacetyl)hydrazine-1-carbonyl)pyridin-2-yl)methyl)methanesulfonamide